t-butyl-(1-(3-(4-(5-(trifluoromethyl) pyrimidin-2-yl) piperazine-1-carbonyl)-1H-pyrrol-1-yl) propan-2-yl) carbamate C(N)(OC(CN1C=C(C=C1)C(=O)N1CCN(CC1)C1=NC=C(C=N1)C(F)(F)F)CC(C)(C)C)=O